ClC=1C=C(C=CC1)C=1N(C2=CC=CC=C2C1)C 2-(3-chlorophenyl)-1-methyl-1H-indole